tetrafluoropropyl-propoxytrimethylsilane tert-butyl-(2S,5S)-7-(4,4,5,5-tetramethyl-1,3,2-dioxaborolan-2-yl)-2,3-dihydro-2,5-methanobenzo[f][1,4]oxazepine-4(5H)-carboxylate C(C)(C)(C)OC(=O)N1C[C@H]2OC3=C([C@@H]1C2)C=C(C=C3)B3OC(C(O3)(C)C)(C)C.FC(CC(F)(F)F)C[Si](C)(C)OCCC